1-phenyl-3-(4-tert-butyl-phenyl)-5-(4-methoxy-phenyl)-pyrazoline C1(=CC=CC=C1)N1NC(=CC1C1=CC=C(C=C1)OC)C1=CC=C(C=C1)C(C)(C)C